C(CCCC(=O)O)CCC=CC(=O)O Decenedioic acid